N-hydroxybutylacrylamide OCCCCNC(C=C)=O